NC1=NC(=CC(=N1)OC(=O)C1NCC2(C1)CC=CCC2)O[C@@H](C(F)(F)F)C2=C(C=C(C=C2)Cl)N2N=C(C=C2)C (2-amino-6-((R)-1-(4-chloro-2-(3-methyl-1H-pyrazol-1-yl) phenyl)-2,2,2-trifluoroethoxy) pyrimidin-4-yl)-2-azaspiro[4.5]dec-7-ene-3-carboxylate